1-((2R,4S)-4-(4-amino-3-((6-chloro-1-ethyl-1H-benzo[d]imidazol-5-yl)ethynyl)-1H-pyrazolo[3,4-d]pyrimidin-1-yl)-2-(difluoromethyl)pyrrolidin-1-yl)prop-2-en-1-one NC1=C2C(=NC=N1)N(N=C2C#CC2=CC1=C(N(C=N1)CC)C=C2Cl)[C@H]2C[C@@H](N(C2)C(C=C)=O)C(F)F